[1,2,4]triazolo[3,4-c][1,4]oxazine N1=NCN2C1=COC=C2